4-([1,1'-biphenyl]-4-yl)-6-(4-chloro-2-(naphthalen-2-yl)phenyl)-2-phenylpyrimidine C1(=CC=C(C=C1)C1=NC(=NC(=C1)C1=C(C=C(C=C1)Cl)C1=CC2=CC=CC=C2C=C1)C1=CC=CC=C1)C1=CC=CC=C1